tri(2,4-diisopropylphenyl) phosphite P(OC1=C(C=C(C=C1)C(C)C)C(C)C)(OC1=C(C=C(C=C1)C(C)C)C(C)C)OC1=C(C=C(C=C1)C(C)C)C(C)C